C(C)(C)(C)OC(=O)N(CC1=C(C(=NC=C1)Cl)F)CC12CCC(CC1)(C2)C(=O)OC methyl 4-[[tert-butoxycarbonyl-[(2-chloro-3-fluoro-4-pyridyl)methyl]amino]methyl]norbornane-1-carboxylate